N[C@@H]1CN(CC[C@H]1F)C1=NC2=C(N1CC1=NC=C(C=N1)F)C=C(C=C2C#N)F 2-((3R,4R)-3-Amino-4-fluoropiperidin-1-yl)-6-fluoro-1-((5-fluoropyrimidin-2-yl)methyl)-1H-benzo[d]imidazol-4-carbonitril